(3R)-1-(7-chloro-8-fluoro-5-isopropoxy-2-methylsulfanyl-pyrido[4,3-d]pyrimidin-4-yl)-3-methyl-piperidin-3-ol ClC1=C(C=2N=C(N=C(C2C(=N1)OC(C)C)N1C[C@@](CCC1)(O)C)SC)F